FC(C(=O)N1CC(C1)C1=NN(C2=NC=CC(=C21)C2CN(C2)C(=O)OC(C)(C)C)C2=CC=C(C=C2)OC(F)(F)F)=C tert-butyl 3-(3-(1-(2-fluoroacryloyl)azetidin-3-yl)-1-(4-(trifluoromethoxy)phenyl)-1H-pyrazolo[3,4-b]pyridin-4-yl)azetidine-1-carboxylate